[Si](C)(C)(C(C)(C)C)OCCC1=CC=C(C(=O)C=2N3CC[C@@H](C3=CC2)C(=O)OC(C)(C)C)C=C1 tert-butyl (S)-5-(4-(2-((tert-butyldimethylsilyl)oxy)ethyl)benzoyl)-2,3-dihydro-1H-pyrrolizine-1-carboxylate